O1CC(C1)NC(=O)N[C@H](C(=O)O)CCN(CCCCC1=NC=2NCCCC2C=C1)CCOC1=CC=CC=C1 (2S)-2-(oxetan-3-ylcarbamoylamino)-4-[2-phenoxyethyl-[4-(5,6,7,8-tetrahydro-1,8-naphthyridin-2-yl)butyl]amino]butanoic acid